CN(C1CCC(CC1)NC1=NC=C2C(=N1)N(C(N(C2)C2=CC(=C(C=C2)NS(=O)(=O)C2=CC=NC=C2)F)=O)C(C)C)C N-(4-(7-(((1r,4r)-4-(dimethylamino)cyclohexyl)amino)-1-isopropyl-2-oxo-1,4-dihydropyrimido[4,5-d]pyrimidin-3(2H)-yl)-2-fluorophenyl)pyridine-4-sulfonamide